oxadiazol-5(4H)-one hydrochloride salt Cl.O1N=NCC1=O